COC(=O)C1=C(C=C(C=C1)C(=O)OC)N1CC2=CC=CC=C2CC1 2-(2,5-Dimethoxycarbonylphenyl)-3,4-dihydroisoquinoline